1-[2-acetyl-3-fluoro-5-[6-[(6-methylpyridazin-3-yl)amino]imidazo[4,5-b]pyridin-3-yl]phenyl]-5-methyl-pyrazole-3-carbonitrile C(C)(=O)C1=C(C=C(C=C1F)N1C=NC=2C1=NC=C(C2)NC=2N=NC(=CC2)C)N2N=C(C=C2C)C#N